C(CCCCC/C=C/C(=O)O)CCCCCO The molecule is an omega-hydroxy fatty acid that is trans-2-tetradecenoic acid in which one of the hydrogens of the terminal methyl group has been replaced by a hydroxy group. It is an omega-hydroxy fatty acid, an alpha,beta-unsaturated monocarboxylic acid, a long-chain fatty acid, a straight-chain fatty acid and a hydroxy monounsaturated fatty acid. It derives from a trans-2-tetradecenoic acid.